N-(3-(3,6-difluoropyridin-2-yl)-1-((1r,4r)-4-ethoxycyclohexyl)-1H-pyrazol-4-yl)-2-(1H-pyrazol-4-yl)thiazole-4-carboxamide FC=1C(=NC(=CC1)F)C1=NN(C=C1NC(=O)C=1N=C(SC1)C=1C=NNC1)C1CCC(CC1)OCC